C(C(=C)C)(=O)OCC[Si](OCC)(OCC)OCC 2-Methacryloyloxyethyltriethoxysilan